7-chloro-2-(piperidin-4-ylsulfanyl)-1,6-naphthyridine ClC1=NC=C2C=CC(=NC2=C1)SC1CCNCC1